(R)-4-((2-((1-(2,5-Dimethylthiazol-4-yl)-2,2-dimethylpropyl)-amino)-3,4-dioxocyclobut-1-en-1-yl)amino)-3-hydroxy-N,N-dimethylpicolinamide CC=1SC(=C(N1)[C@@H](C(C)(C)C)NC1=C(C(C1=O)=O)NC1=C(C(=NC=C1)C(=O)N(C)C)O)C